C1(CCC1)OC1=C(C=C(C=C1)C(C)C)I 1-(cyclobutoxy)-2-iodo-4-isopropyl-benzene